ClC1=C2C=CN(C2=CC=C1)C(=O)C1=CC=C(C=C1)C1=NOC(C1)(C(F)(F)F)C1=CC(=CC(=C1)Cl)Cl (4-chloro-1H-indol-1-yl)(4-(5-(3,5-dichlorophenyl)-5-(trifluoromethyl)-4,5-dihydroisoxazol-3-yl)phenyl)methanone